C(CCC)OC=1C=C(C=CC1)C1=C(C=C(C=C1)C(C)=O)F 1-(3'-butoxy-2-fluoro-[1,1'-biphenyl]-4-yl)ethan-1-one